C(C1=CC=CC=C1)OC(=O)N([C@@H]1CC(N(C1)C(=O)OC(C)(C)C)C(N)=O)C (4R)-tert-butyl 4-(((benzyloxy)carbonyl)(methyl)amino)-2-carbamoylpyrrolidine-1-carboxylate